N[C@@H](CN1CC2=C(C(=C(C=C2CC1)O)N1CC(NS1(=O)=O)=O)F)C 5-{2-[(2R)-2-aminopropyl]-8-fluoro-6-hydroxy-1,2,3,4-tetrahydroisoquinolin-7-yl}-1λ6,2,5-thiadiazolidine-1,1,3-trione